C(C(=O)O)(=O)O.FC=1C=CC(=C(C(=O)N(C(C)C)C(C)C)C1)OC1=C(N=CN=N1)N1CC2(CN(C2)C(C(C)C)CCCNCCOC)CC1 (-)-5-Fluoro-N,N-diisopropyl-2-((5-(2-(6-((2-methoxyethyl)amino)-2-methylhex-3-yl)-2,6-diazaspiro[3.4]oct-6-yl)-1,2,4-triazin-6-yl)oxy)benzamide oxalate